C(#N)C=1C=CC(=NC1C(F)(F)F)C(=O)N(C)OC 5-cyano-N-methoxy-N-methyl-6-(trifluoromethyl)picolinamide